CC1(NC=C(C=N1)C1=C(C=CC=C1)OCCN1C(=NC=C1)[N+](=O)[O-])N 2-methyl-5-(2-(2-(2-nitro-1H-imidazol-1-yl)ethoxy)phenyl)pyrimidin-2-amine